2,2-bis(4-(2-mercaptopropoxy)-5-methylphenyl)propane Racemic-methyl-4-((5S*,7S*,8S*)-8-hydroxy-1-oxaspiro[4.5]decan-7-yl)benzoate COC(C1=CC=C(C=C1)[C@@H]1C[C@]2(CCCO2)CC[C@@H]1O)=O.SC(COC1=CC=C(C=C1C)C(C)(C)C1=CC=C(C(=C1)C)OCC(C)S)C |r|